C(C)OC(=O)[C@H]1[C@H]2CC([C@@H]([C@H]1N)CC2)(F)F (1R,2S,3S,4R)-3-amino-5,5-difluorobicyclo[2.2.2]octane-2-carboxylic acid ethyl ester